3-amino-1-methyl-4,6-dihydropyrrolo[3,4-c]pyrazole-5(1H)-carboxylic acid tert-butyl ester C(C)(C)(C)OC(=O)N1CC=2N(N=C(C2C1)N)C